ClC=1C=C(C(=O)OC)C=CC1C=1SC=C(C1)C1=CC(=NC=C1)C(C)(C)O methyl 3-chloro-4-(4-(2-(2-hydroxypropan-2-yl)pyridin-4-yl)thiophen-2-yl)benzoate